3-(methyl-phosphino)propionic acid CPCCC(=O)O